ClC=1C=C(C=C(C1OC=1C2=C(N=CN1)N(C=C2)C)Cl)NC(CC(=O)OCC)=O Ethyl 3-((3,5-dichloro-4-((7-methyl-7H-pyrrolo[2,3-d]pyrimidin-4-yl) oxy)-phenyl)-amino)-3-oxopropanoate